butyl 3-((6-chloro-3-fluoropyridin-2-yl)carbamoyl)-2-azabicyclo[3.1.0]hexane-2-carboxylate ClC1=CC=C(C(=N1)NC(=O)C1N(C2CC2C1)C(=O)OCCCC)F